C1(CCCCC1)OC(=O)[C@@H]1NC(CC1)=O (R)-5-Oxopyrrolidine-2-carboxylic acid cyclohexyl ester